FS(C=1C=C(C=CC1)C(C)NC1=CC=NC=C1)(F)(F)(F)F 4-((1-(3-(pentafluorosulfanyl)phenyl)ethyl)amino)pyridin